2-(5-chloro-1-methyl-1H-indol-3-yl)-N-(6-morpholinobenzo[d]thiazol-2-yl)acetamide ClC=1C=C2C(=CN(C2=CC1)C)CC(=O)NC=1SC2=C(N1)C=CC(=C2)N2CCOCC2